BrC=1C=NN(C1)C1CC2(COC2)C1 4-bromo-1-(2-oxaspiro[3.3]heptan-6-yl)-1H-pyrazole